ClC=1C=C(NC2(CCC3(C(=CC4=CC=C(C=C34)CO)C[C@H](COC3=CC=NC=4CCC[C@H](C34)C)C)CC2)C(=O)OC)C=CC1 methyl (1r,4R)-4-(3-chloroanilino)-6'-(hydroxymethyl)-2'-[(2R)-2-methyl-3-{[(5R)-5-methyl-5,6,7,8-tetrahydroquinolin-4-yl]oxy}propyl]spiro[cyclohexane-1,1'-indene]-4-carboxylate